(3,3-Difluoro-1-methylcyclopentyl)methyl trifluoromethanesulfonate FC(S(=O)(=O)OCC1(CC(CC1)(F)F)C)(F)F